C(C)(C)(C)OC(=O)N1[C@@H](COC[C@@H]1C)C1=CC=C(C=C1)N1C(=CC2=C1N=CNC2=O)Cl (3r,5s)-3-(4-(6-chloro-4-oxo-3,4-dihydro-7H-pyrrolo[2,3-d]pyrimidin-7-yl)phenyl)-5-methylmorpholine-4-carboxylic acid tert-butyl ester